3-(4-(3,5-difluoro-2-(trifluoromethyl)phenyl)piperidine-1-carbonyl)-6,7-dihydro-1H-pyrazolo[4,3-c]Pyridine-5(4H)-carboxylic acid tert-butyl ester C(C)(C)(C)OC(=O)N1CC2=C(CC1)NN=C2C(=O)N2CCC(CC2)C2=C(C(=CC(=C2)F)F)C(F)(F)F